NC1=C2N=CN(C2=NC=N1)C[C@@H](C)OCP(OCCOCCCCCCCCCCCCCC#CC(C)(C)C)(O)=O 2-((16,16-dimethylheptadec-14-yn-1-yl)oxy)ethyl hydrogen ((((R)-1-(6-amino-9H-purin-9-yl)propan-2-yl)oxy)methyl)phosphonate